ammonium trisstyryl-phenol C(=CC1=CC=CC=C1)C1=C(C(=C(C=C1)O)C=CC1=CC=CC=C1)C=CC1=CC=CC=C1.[NH4+]